C1(CC1)N1N=C(C=C1C1CCC(CC1)N1CC2(CS(C2)(=O)=O)CC1)C(F)(F)F 6-((1r,4r)-4-(1-cyclopropyl-3-(trifluoromethyl)-1H-pyrazol-5-yl)cyclohexyl)-2-thia-6-azaspiro[3.4]octane 2,2-dioxide